CC(CC=O)CC=O 3-methylglutaraldehyde